BrC1=C(C=C(C(=C1)F)OC)CCC(=O)O 3-(2-bromo-4-fluoro-5-methoxyphenyl)propionic acid